1-(4-(3-Fluoro-5-(trifluoromethyl)benzyl)pyridin-2-yl)-5-methyl-1H-pyrazol-4-carboxamid FC=1C=C(CC2=CC(=NC=C2)N2N=CC(=C2C)C(=O)N)C=C(C1)C(F)(F)F